COC1=CC=C(CC2C(C3=CC=CC=C3CC2)=O)C=C1 2-(4-methoxybenzyl)-1-tetralone